FC=1C=C(C=NC1)C1(CCC1)OCC(=O)N1CC2CCC(C1)N2C2=NC=C(C#N)C=C2 6-(3-(2-(1-(5-fluoropyridin-3-yl)cyclobutoxy)acetyl)-3,8-diazabicyclo[3.2.1]octan-8-yl)nicotinonitrile